CC1=NN=C(O1)C1=CC=C(C=C1)CC(=O)NC=1SC(=CN1)C 2-(4-(5-Methyl-1,3,4-oxadiazol-2-yl)phenyl)-N-(5-methylthiazol-2-yl)acetamide